tert-butyl N-[(3R)-7-bromo-8-fluoro-4-oxo-3,5-dihydro-2H-1,5-benzothiazepin-3-yl]carbamate BrC=1C(=CC2=C(NC([C@H](CS2)NC(OC(C)(C)C)=O)=O)C1)F